[K+].N1C=NC2=C1C(=CC=C2)C(=O)[O-] 1H-benzimidazole-7-carboxylate monopotassium salt